6-N,N-dimethyladenine CN(C1=C2NC=NC2=NC=N1)C